2-bromo-4-(2-pyrrolidin-1-ylethyl)pyridine ethyl-(1R,2R)-2-(3-phenylbenzo[c]isoxazol-5-yl)cyclopropane-1-carboxylate C(C)OC(=O)[C@H]1[C@@H](C1)C1=CC=2C(=NOC2C2=CC=CC=C2)C=C1.BrC1=NC=CC(=C1)CCN1CCCC1